3-(6-(4-(((3R,4S)-3-fluoropiperidin-4-yl)methyl)piperazin-1-yl)-1-methyl-1H-indazol-3-yl)piperidine-2,6-dione F[C@H]1CNCC[C@H]1CN1CCN(CC1)C1=CC=C2C(=NN(C2=C1)C)C1C(NC(CC1)=O)=O